2,4,5-trimethyl-benzaldehyde CC1=C(C=O)C=C(C(=C1)C)C